(3S)-1-{3,4-bis[(2-methoxyethyl)oxy]phenyl}-3-{[(1R)-1-(naphthalen-1-yl)ethyl]amino}tetrahydropyrrole COCCOC=1C=C(C=CC1OCCOC)N1C[C@H](CC1)N[C@H](C)C1=CC=CC2=CC=CC=C12